((5-(2,7-diazaspiro[3.5]non-2-yl)-1,2,4-triazin-6-yl)oxy)-N-(2,2-difluoroethyl)-5-fluoro-N-isopropylbenzamide hydrochloride Cl.C1N(CC12CCNCC2)C=2N=CN=NC2OC2=C(C(=O)N(C(C)C)CC(F)F)C=C(C=C2)F